C(C)OC=C(C(=O)OCC)C(C)=O Ethyl 2-(ethoxymethylene)-3-oxo-butanoate